Tert-Butyl 5-[4-amino-3-(trifluoromethyl)pyrazol-1-yl]isoindoline-2-carboxylate NC=1C(=NN(C1)C=1C=C2CN(CC2=CC1)C(=O)OC(C)(C)C)C(F)(F)F